tert-butyl-3-((2R)-2-(2,9,9-trimethyl-3,5-dioxa-4-bora-tricyclo[6.1.1.02,6]dec-4-yl)-2-(1-phenylcyclopropanecarboxamido)ethyl)-2-methoxybenzoate C(C)(C)(C)OC(C1=C(C(=CC=C1)C[C@H](NC(=O)C1(CC1)C1=CC=CC=C1)B1OC2(C3C(C(CC2O1)C3)(C)C)C)OC)=O